4-(N-(3-(tert-butyl)-5-cyclopropylbenzyl)-2-(N-(4-chlorobenzyl)-(2,3,4,5,6-pentafluorophenyl)sulfonamido)acetamido)-3-methoxybenzoic acid C(C)(C)(C)C=1C=C(CN(C(CN(S(=O)(=O)C2=C(C(=C(C(=C2F)F)F)F)F)CC2=CC=C(C=C2)Cl)=O)C2=C(C=C(C(=O)O)C=C2)OC)C=C(C1)C1CC1